FC1=C(C(=C(C(=C1[B-](C1=C(C(=C(C(=C1F)F)F)F)F)(C1=C(C(=C(C(=C1F)F)F)F)F)C1=C(C(=C(C(=C1F)F)F)F)F)F)F)F)F.C1(=C(C=CC=C1)[PH+](C1=C(C=CC=C1)C)C1=C(C=CC=C1)C)C tris(o-tolyl)phosphonium tetrakis(pentafluorophenyl)borate